(2S,4R)-2-methylpiperidin C[C@@H]1NCCCC1